C(=O)[O-].FC1=C(C=CC(=C1F)OC1=CC=CC=C1)C1=CN=C2N1C=CN=C2NC2=CC(=C(C(=O)NCC1CC[N+](CC1)(CC1CNCC1)C)C=C2)CC 4-((4-((3-(2,3-Difluoro-4-phenoxyphenyl)imidazo[1,2-a]pyrazin-8-yl)amino)-2-ethylbenzamido)methyl)-1-methyl-1-(pyrrolidin-3-ylmethyl)piperidin-1-ium formate